O1C(OCC1)C[C@]1(OC(CC[C@@H]1C)CC(=O)SCC)C(=O)OC methyl (2R,3S)-2-((1,3-dioxolan-2-yl)methyl)-6-(2-(ethylthio)-2-oxoethyl)-3-methyltetrahydro-2H-pyran-2-carboxylate